6-(5-Fluoro-2-pyridinyl)-8-methoxy-N-[(6-methylpyridazin-3-yl)methyl]quinazolin-4-amine FC=1C=CC(=NC1)C=1C=C2C(=NC=NC2=C(C1)OC)NCC=1N=NC(=CC1)C